4-[[2-(5-Chloro-2-hydroxyphenyl)acetyl]amino]-N-[(2-hydroxyphenyl)methyl]pyridin ClC=1C=CC(=C(C1)CC(=O)NC1=CCN(C=C1)CC1=C(C=CC=C1)O)O